NC=1C=C(C(=O)N(C)C)C=C(C1)SC(C(F)(F)F)(F)F 3-amino-N,N-dimethyl-5-(pentafluoroethyl-thio)benzamide